ClC1=NC=C(C(=N1)C1=C(C2=NC=CC(=C2S1)C(C)C)C#N)F (2-chloro-5-fluoropyrimidin-4-yl)-7-isopropylthieno[3,2-b]Pyridine-3-carbonitrile